ClC=1C=C2C(C(NC3(COC3)C2=CC1)=O)(C)CC(C)(C)O 6-chloro-4-(2-hydroxy-2-methylpropyl)-4-methyl-2H-spiro[isoquinoline-1,3'-oxetan]-3(4H)-one